3,3-difluoro-1-nitrocyclohex-1-ene FC1(C=C(CCC1)[N+](=O)[O-])F